C[Si]1(CCC(CC1)NC(=O)C1=CC=2C(=CN=CC2OC(C)C)N1)C N-(1,1-dimethylsilinan-4-yl)-4-isopropoxy-1H-pyrrolo[2,3-c]pyridine-2-carboxamide